CP(=O)(C)C1=C(C=CC=C1)NC=1N=C(N=NC1C(=O)N)NC=1C=C2CCN(CC2=CC1OC)C ((2-(dimethylphosphoryl)phenyl)amino)-3-((7-methoxy-2-methyl-1,2,3,4-tetrahydroisoquinolin-6-yl)amino)-1,2,4-triazine-6-carboxamide